C(C)(C)(C)OC(=O)N(C1CCN(CC1)C=1C=2N(C(=CC1)C(=O)OC)N=C(C2)C)C2CC2 methyl 4-[4-[tert-butoxycarbonyl(cyclopropyl)amino]-1-piperidyl]-2-methyl-pyrazolo[1,5-a]pyridine-7-carboxylate